C1(CC1)N1C(=NC2=NC=C(C=C21)C=2C=CN1N=CN=C(C12)N1CC(C1)F)C 1-cyclopropyl-6-(4-(3-fluoroazetidin-1-yl)pyrrolo[2,1-f][1,2,4]triazin-5-yl)-2-methyl-1H-imidazo[4,5-b]pyridine